iso-dodecanal C(CCCCCCCCC(C)C)=O